8-chloro-2-(4-methoxyphenyl)chromen-4-one ClC=1C=CC=C2C(C=C(OC12)C1=CC=C(C=C1)OC)=O